2-[[7-fluoro-2-[[2-[2-oxo-3-(3-oxo-4H-pyrazino[2,3-b][1,4]oxazin-6-yl)-1,3-oxazolidin-5-yl]ethylamino]methyl]-2,3-dihydro-1H-inden-5-yl]oxy]acetonitrile FC=1C=C(C=C2CC(CC12)CNCCC1CN(C(O1)=O)C1=NC2=C(OCC(N2)=O)N=C1)OCC#N